C1(=CC=CC=C1)C(=NNC=O)C1(CC1)N1N=C(C=C1)C(F)(F)F N'-(phenyl(1-(3-trifluoromethyl-1H-pyrazol-1-yl)cyclopropyl)methylene)formhydrazide